3-(1-Methoxyethyl)-2,6-dimethyl-cyclohexanethiol COC(C)C1C(C(C(CC1)C)S)C